1-[4-(phenylsulfanyl)p-methylphenyl]-1,2-octanedione C1(=CC=CC=C1)SC1(CC=C(C=C1)C(C(CCCCCC)=O)=O)C